NC1=C(C=C(C=N1)[C@H](CO)O)OC(C)C1=C(C(=CC=C1Cl)F)Cl (R)-1-{6-amino-5-[1-(2,6-dichloro-3-fluoro-phenyl)-ethoxy]-pyridin-3-yl}-ethane-1,2-diol